OC1=CC=CC(=N1)N1C[C@@H](N(CC1)C(=O)OC(C)(C)C)C (S)-tert-butyl 4-(6-hydroxypyridin-2-yl)-2-methylpiperazine-1-carboxylate